ethyl-indolium C(C)[NH+]1C=CC2=CC=CC=C12